methyl 5-[3-(prop-2-enoylamino)phenyl]-1-(2-trimethylsilylethoxymethyl)indazole-3-carboxylate C(C=C)(=O)NC=1C=C(C=CC1)C=1C=C2C(=NN(C2=CC1)COCC[Si](C)(C)C)C(=O)OC